(2S,4R)-1-[(2R)-2-[3-(azetidin-3-ylmethoxy)isoxazol-5-yl]-3-methyl-butanoyl]-4-hydroxy-N-[(1S)-1-[4-(4-methylthiazol-5-yl)phenyl]ethyl]pyrrolidine-2-carboxamide trifluoroacetate FC(C(=O)O)(F)F.N1CC(C1)COC1=NOC(=C1)[C@H](C(=O)N1[C@@H](C[C@H](C1)O)C(=O)N[C@@H](C)C1=CC=C(C=C1)C1=C(N=CS1)C)C(C)C